C(C=C)(=O)N1C[C@@H]2COC3=C(C(N2CC1)=O)C(=NC(=C3F)C3=C(C=CC=C3O)F)N3C(C(CC3)OC)(C)C (6aR)-8-acryloyl-1-(3-methoxy-2,2-dimethylpyrrolidin-1-yl)-4-fluoro-3-(2-fluoro-6-hydroxyphenyl)-6,6a,7,8,9,10-hexahydro-12H-pyrazino[2,1-c]pyrido[3,4-f][1,4]oxazepin-12-one